NCCC1OCC2(CO1)CCN(CC2)C(=O)OC(C)(C)C tert-butyl 3-(2-aminoethyl)-2,4-dioxa-9-azaspiro[5.5]undecane-9-carboxylate